FC1(CCN(CC1)C(CN(C)C=1C2=C(N=C(N1)C1=NC=CC(=C1)OCC(C)(C)O)CCC2)=O)F 1-(4,4-difluoropiperidin-1-yl)-2-({2-[4-(2-hydroxy-2-methylpropoxy)pyridin-2-yl]-5H,6H,7H-cyclopenta[d]pyrimidin-4-yl}(methyl)amino)ethan-1-one